BrC=1C=C(C=C(C1)C#N)N(C(=O)C1OC(C(C(C1OC)N1N=NC(=C1)C1=CC(=C(C(=C1)F)F)F)O)CO)[C@@H]1[C@H](CC1)O N-(3-bromo-5-cyanophenyl)-5-hydroxy-N-((1S,2S)-2-hydroxycyclobutyl)-6-(hydroxymethyl)-3-methoxy-4-(4-(3,4,5-trifluorophenyl)-1H-1,2,3-triazol-1-yl)tetrahydro-2H-pyran-2-carboxamide